(2S,3S)-amino-2-oxo-3-pyrrolidinopropionic acid methyl ester hydrochloride Cl.COC(C([C@H](N1CCCC1)N)=O)=O